methyl 4-[[tert-butyl(dimethyl)silyl]oxymethyl]benzoate [Si](C)(C)(C(C)(C)C)OCC1=CC=C(C(=O)OC)C=C1